O[C@@H]([C@@H](C)[C@H]1CC[C@H]2[C@@H]3CC[C@@H]4C[C@@](CC[C@@]4([C@H]3CC[C@]12C)C)(O)C(F)(F)F)CN1N=C(N=N1)C (3R,5R,8R,9S,10S,13S,14S,17R)-17-((2S,3S)-3-hydroxy-4-(5-methyl-2H-tetrazol-2-yl)butan-2-yl)-10,13-dimethyl-3-(trifluoromethyl)hexadecahydro-1H-cyclopenta[a]phenanthren-3-ol